1-(4-(2-chloro-3-methylphenyl)piperazin-1-yl)-2-(3-((3S,4R)-3-fluoro-4-hydroxypiperidine-1-carbonyl)-4,5,6,7-tetrahydro-1H-indazol-1-yl)ethanone ClC1=C(C=CC=C1C)N1CCN(CC1)C(CN1N=C(C=2CCCCC12)C(=O)N1C[C@@H]([C@@H](CC1)O)F)=O